(E)-1-(2-hydroxyethyl)cyclooct-3-ene-1,2-diol OCCC1(C(\C=C\CCCC1)O)O